F[C@@H]1CN(C[C@H]1NC(=O)OCC[Si](C)(C)C)C(=O)OCC1=CC=CC=C1 benzyl (3R,4R)-3-fluoro-4-(2-trimethylsilyl ethoxycarbonylamino)pyrrolidine-1-carboxylate